O[C@H]1[C@H](O)[C@@H](O)C[C@H](O1)CO 4-deoxy-beta-D-glucopyranose